CN1CCN(CC1)CCCCN=CC1=CC=C(C=C1)C1=C2C(=NC(=C1)C1=CC=C(C=C1)C=NCCCCN1CCN(CC1)C)NC=C2 4,6-Bis{4-[(4-(4-methylpiperazin-1-yl)butyl)iminomethyl]phenyl}-1H-pyrrolo[2,3-b]pyridine